[K].C1(C=2C(C(N1)=O)=CC=CC2)=O phthalic acid imide potassium salt